diethyl (2R,5S)-1-benzylpyrrolidine-2,5-dicarboxylate C(C1=CC=CC=C1)N1[C@H](CC[C@H]1C(=O)OCC)C(=O)OCC